C(CCC)C1=CC=C(C=C1)CNC(=O)C12CC(C1)(C2)NC(COC2=CC(=C(C=C2)Cl)F)=O N-[(4-butylphenyl)methyl]-3-[2-(4-chloro-3-fluorophenoxy)acetamido]bicyclo[1.1.1]pentane-1-carboxamide